N-(1-(5-ethylpyrimidin-2-yl)piperidin-4-yl)-N-methyl-5-(4-(methylsulfonyl)phenyl)thiazolo[5,4-b]pyridin-2-amine C(C)C=1C=NC(=NC1)N1CCC(CC1)N(C=1SC2=NC(=CC=C2N1)C1=CC=C(C=C1)S(=O)(=O)C)C